FCC(OC=1C=C2C(N(C(N(C2=CC1)C1CCN(CC1)C=O)=O)CC1=CC=C(C=C1)C(F)(F)F)=O)CF 4-{6-[2-fluoro-1-(fluoromethyl)ethoxy]-2,4-dioxo-3-[4-(trifluoromethyl)benzyl]-3,4-dihydroquinazolin-1(2H)-yl}piperidine-1-carbaldehyde